2-(4-Nitro-1H-pyrazol-3-yl)pyrimidine [N+](=O)([O-])C=1C(=NNC1)C1=NC=CC=N1